BrC1=CC=C(C=C1)C=1SC(=CN1)CNC(=O)C1=CC2=C(S(C3=C(C(N2)=O)C=CC=C3)(=O)=O)C=C1 N-((2-(4-bromophenyl)thiazol-5-yl)methyl)-11-oxo-10,11-dihydrodibenzo[b,f][1,4]thiazepine-8-carboxamide 5,5-dioxide